C(C(C)C)NCC=1C=C2C(N(C=NC2=CC1)C1=CC(=CC=C1)C1(CC(C1)C)C1=NN=CN1C)=O 6-((Isobutylamino)methyl)-3-(3-((1s,3s)-3-methyl-1-(4-methyl-4H-1,2,4-triazol-3-yl)cyclobutyl)phenyl)quinazolin-4(3H)-one